C(C)(C)(C)C1=CC=C(C=C1)N1C(=NC2=C1C1=CC=C(C=C1C=1C=C(C=CC12)C1=CC=NC=C1)C1=CC=NC=C1)C1=CC=NC=C1 1-[4-(tert-Butyl)phenyl]-2,6,9-tri(pyridin-4-yl)-1H-phenanthro[9,10-d]imidazole